C(=O)(OC(C)(C)C)N1CCN(CC1)C1=C(C(=O)O)C=C(C=C1)[N+](=O)[O-] 2-(4-Boc-piperazinyl)-5-nitrobenzoic acid